COC1=C(C=C(C=C1)N1C(N(CCC1)CC1=C2C(=CN=C1)N(C=C2)CC(=O)N(C)C)=O)OCCCCC 2-(4-((3-(4-methoxy-3-(pentyloxy)phenyl)-2-oxotetrahydropyrimidin-1(2H)-yl)methyl)-1H-pyrrolo[2,3-c]pyridin-1-yl)-N,N-dimethylacetamide